(+)-3-(tert-butyldimethylsiloxy)decanoic acid O([Si](C)(C)C(C)(C)C)C(CC(=O)O)CCCCCCC